benzyl (2S,4R)-1-((4-phenoxybutyryl) glycyl)-4-phenylpyrrolidine-2-carboxylate O(C1=CC=CC=C1)CCCC(=O)NCC(=O)N1[C@@H](C[C@@H](C1)C1=CC=CC=C1)C(=O)OCC1=CC=CC=C1